ClC=1C=C(C=CC1Cl)C[C@H](C(=O)OC)NS(=O)(=O)C1=CC=C(C=C1)OC(F)(F)F methyl (R)-3-(3,4-dichlorophenyl)-2-((4-(trifluoromethoxy)phenyl)sulfonamido)propanoate